benzyl (R)-2-(6-methyl[1,3]thiazolo[4,5-b]pyridin-2-yl)pyrrolidine-1-carboxylate CC=1C=C2C(=NC1)N=C(S2)[C@@H]2N(CCC2)C(=O)OCC2=CC=CC=C2